tert-butyl (4-(((5-methylpyridin-2-yl)methyl)amino)butyl)carbamate CC=1C=CC(=NC1)CNCCCCNC(OC(C)(C)C)=O